BrC=1C=C(C=C2C3=C(N(C12)CC1(COC1)C)C=NC=C3)Cl 8-bromo-6-chloro-9-(3-methyloxetan-3-ylmethyl)-9H-pyrido[3,4-b]indole